2-azido-5-methoxy-4-(2-methoxyethoxy)benzoic acid methyl ester COC(C1=C(C=C(C(=C1)OC)OCCOC)N=[N+]=[N-])=O